FC=1C=C(C=CC1N1CCC(CC1)(CN1CCNCC1)O)NC1C(NC(CC1)=O)=O 3-((3-fluoro-4-(4-hydroxy-4-(piperazin-1-ylmethyl)piperidin-1-yl)phenyl)amino)piperidine-2,6-dione